ClC1=C(C=CC=C1)[C@@H](C(=O)OC)N1CC2=C(CC1)SC=C2 methyl (+)-(S)-alpha-(o-chlorophenyl)-6,7-dihydrothieno[3,2-c]pyridine-5(4H)-acetate